4-chloro-1-(4-(pyrrolidine-1-ylmethyl)benzyl)-1H-imidazo[4,5-c]Quinolin-2(3H)-one ClC1=NC=2C=CC=CC2C2=C1NC(N2CC2=CC=C(C=C2)CN2CCCC2)=O